4-(4-(3,8-diazabicyclo-[3.2.1]octan-3-yl)-6-chloro-2-((1-((3,3-difluoropyrrolidin-1-yl)methyl)cycloprop-yl)methoxy)-8-fluoroquinazolin-7-yl)-7-fluorobenzo-[d]thiazol-2-amine C12CN(CC(CC1)N2)C2=NC(=NC1=C(C(=C(C=C21)Cl)C2=CC=C(C1=C2N=C(S1)N)F)F)OCC1(CC1)CN1CC(CC1)(F)F